F[C@]1(CN(CC[C@H]1O)C1=NC=CC(=N1)NC=1N=CC2=C(N=CC(=C2C1)C(C)C)N1[C@H]([C@@H](C1)CS(=O)(=O)C)C)C (3S,4R)-3-fluoro-1-[4-({8-[(2S,3R)-3-(methanesulfonyl-methyl)-2-methylazetidin-1-yl]-5-(propan-2-yl)-2,7-naphthyridin-3-yl}amino)pyrimidin-2-yl]-3-methyl-piperidin-4-ol